C(C)(=O)C1=NN(C=C1)C 3-acetyl-1-methyl-1H-pyrazole